2-(2-(2-(2-(cyclopenta-1,4-dien-1-yl)ethoxy)ethoxy)ethoxy)ethan-1-aminium acetate C(C)(=O)[O-].C1(=CCC=C1)CCOCCOCCOCC[NH3+]